FC(C1=CC=C(CNCC)C=C1)(F)F N-(4-(trifluoro-methyl)benzyl)ethanamine